6-cyclopropyl-N-[4-(4-methanesulfonylthiophen-2-yl)-5-(trifluoromethyl)pyrimidin-2-yl]-2-methyl-2,3-dihydro-1H-isoindol-5-amine C1(CC1)C1=C(C=C2CN(CC2=C1)C)NC1=NC=C(C(=N1)C=1SC=C(C1)S(=O)(=O)C)C(F)(F)F